2-(4-nitrobenzyl)-5-bromo-1,2,3,4-tetrahydroisoquinoline [N+](=O)([O-])C1=CC=C(CN2CC3=CC=CC(=C3CC2)Br)C=C1